FC(C(=O)[O-])(F)F.C1=CC=CC=2C3=CC=CC=C3C(C12)COC(=O)N[C@@H](CC1=CC=C(OCCNC(CCCCC[N+](C)(C)C)=O)C=C1)C(=O)O (S)-6-((2-(4-(2-((((9H-fluoren-9-yl)methoxy)carbonyl)amino)-2-carboxyethyl)phenoxy)ethyl)amino)-N,N,N-trimethyl-6-oxohexan-1-aminium trifluoroacetate